CC1=CC(=NC=C1)CN[C@@H](C)C1=CC=C(C=C1)NC(=O)NCC1=CC=C(C=C1)Cl {[4-((1S)-1-{[(4-methyl(2-pyridyl))methyl]amino}ethyl)phenyl]amino}-N-[(4-chlorophenyl)methyl]carboxamide